OC1=CC=C(C=C1)C(C)C1=CC=C(C=C1)O 1,1-bis(4'-hydroxyphenyl)ethane